1-Butyl-3-((1s,4s)-4-((4,4-dimethyl-2,5-dioxo-1-((2-(trimethylsilyl)ethoxy)methyl)pyrrolidin-3-yl)oxy)cyclohexyl)pyrimidine-2,4,6(1H,3H,5H)-trione C(CCC)N1C(N(C(CC1=O)=O)C1CCC(CC1)OC1C(N(C(C1(C)C)=O)COCC[Si](C)(C)C)=O)=O